5-(N'-hydroxycarbamoyl)picolinic acid ONC(=O)C=1C=CC(=NC1)C(=O)O